C(C1=CC=CC=C1)OC(=O)NC(C(=O)O)C(C(=O)O)NC(=O)OCC1=CC=CC=C1 2,3-bis(((benzyloxy)carbonyl)amino)succinic acid